(R)-1-(1-methyl-1H-pyrazol-4-yl)piperidin-3-amine CN1N=CC(=C1)N1C[C@@H](CCC1)N